1,6-dioleoyltriethylenetetramine C(CCCCCCC\C=C/CCCCCCCC)(=O)NCCNCC(NCCN)C(CCCCCCC\C=C/CCCCCCCC)=O